8-butoxy-7-(4-fluorobenzyl)-1-(3-hydroxypropyl)-3-methyl-1H-purine-2,6(3H,7H)-dione C(CCC)OC1=NC=2N(C(N(C(C2N1CC1=CC=C(C=C1)F)=O)CCCO)=O)C